5-(3-ethylsulfonylphenyl)-3,8-dimethyl-N-(1-methylpiperidin-4-yl)-9H-pyrido[2,3-b]indole-7-carboxamide C(C)S(=O)(=O)C=1C=C(C=CC1)C1=C2C3=C(NC2=C(C(=C1)C(=O)NC1CCN(CC1)C)C)N=CC(=C3)C